C1(=CC=CC=C1)CCNC(=S)NC=1C=NC2=CC=CC=C2C1 1-(2-phenylethyl)-3-quinolin-3-ylthiourea